NC1=C(SC2=NC=CC(=C21)N2CCN(CCC2)C2=CC=C(C=C2)C(N(C)CCCNC(=O)OC(C)(C)C)=O)C(=O)OC methyl 3-amino-4-[4-[4-[3-(tert-butoxycarbonylamino)propyl-methyl-carbamoyl]phenyl]-1,4-diazepan-1-yl]thieno[2,3-b]pyridine-2-carboxylate